1-(2-((2-chloro-4-fluorophenyl)amino)-5-methyl-pyrimidin-4-yl)-N-(2-hydroxy-1-phenylethyl)-1H-pyrrole-3-carboxamide ClC1=C(C=CC(=C1)F)NC1=NC=C(C(=N1)N1C=C(C=C1)C(=O)NC(CO)C1=CC=CC=C1)C